N-((3s,5s)-1-((3s,4r)-1-(tert-butyl)-4-(2,4-difluorophenyl)pyrrolidin-3-carbonyl)-5-(morpholin-4-carbonyl)pyrrolidin-3-yl)-N-((1s,4r)-4-methylcyclohexyl)trimethylacetamide C(C)(C)(C)N1C[C@H]([C@@H](C1)C1=C(C=C(C=C1)F)F)C(=O)N1C[C@H](C[C@H]1C(=O)N1CCOCC1)N(C(C(C)(C)C)=O)C1CCC(CC1)C